1-(5-fluoro-2-hydroxymethylphenyl)-3-(3,5-difluorophenyl)urea FC=1C=CC(=C(C1)NC(=O)NC1=CC(=CC(=C1)F)F)CO